Cl.C(C)OC1=C(OCC2CNCCO2)C=CC=C1 2-((2-ethoxyphenoxy)-methyl)morpholine hydrochloride